NC1=NC=2C=C(C=CC2C2=C1N=C(N2CC(C)(O)C)CC)C2=CC=NC=C2 1-[4-amino-2-ethyl-7-(pyridin-4-yl)-1H-imidazo[4,5-c]quinolin-1-yl]-2-methylpropan-2-ol